neopentylpyridinium zinc bromide [Br-].[Zn].C(C(C)(C)C)[N+]1=CC=CC=C1